aluminum sulfate chloride silicate [Si]([O-])([O-])(O)O.[Cl-].S(=O)(=O)(O)O.[Al+3]